C[C@H]1O[C@H](CN(C1)C1=CC=C(C=C1)CC(=O)N[C@H]1CN(CC1)C=1C=NC=C(C1)C(F)(F)F)C 2-(4-((2R,6S)-2,6-dimethylmorpholino)phenyl)-N-((R)-1-(5-(trifluoromethyl)pyridin-3-yl)pyrrolidin-3-yl)acetamide